5-amino-7,8-diethoxyquinoline-2,4-dicarboxylic acid diethyl ester C(C)OC(=O)C1=NC2=C(C(=CC(=C2C(=C1)C(=O)OCC)N)OCC)OCC